[Ca].[Cr].COCC1(CCN(CC1)C1=C(N)C=CC=C1)C 2-(4-(methoxymethyl)-4-methylpiperidin-1-yl)aniline chromium-calcium